ClC=1C=NC=2CCNCC2C1 3-chloro-5,6,7,8-tetrahydro-1,6-naphthyridine